4-[(2-chloro-6-fluorophenyl)methyl]-3-(1,2,3,4-tetrahydroisoquinolin-2-ylmethyl)-4,5-dihydro-1,2,4-oxadiazol-5-one ClC1=C(C(=CC=C1)F)CN1C(=NOC1=O)CN1CC2=CC=CC=C2CC1